2,6-di(benzyloxy)-3-(4,4,5,5-tetramethyl-1,3,2-dioxaborolan-2-yl)pyridine C(C1=CC=CC=C1)OC1=NC(=CC=C1B1OC(C(O1)(C)C)(C)C)OCC1=CC=CC=C1